ClC1=CC=C(CNC(=O)C2=CC=C(N(C2=O)CCCl)C(=O)NCCN(C(OC(C)(C)C)=O)C)C=C1 tert-butyl (2-(5-((4-chlorobenzyl)carbamoyl)-1-(2-chloroethyl)-6-oxo-1,6-dihydropyridine-2-carboxamido)ethyl)(methyl)carbamate